C(C)(C)(C)C=1C=C(C=CC1)NCCC=1N=CNC1 4-(2-(3-tert-Butylphenylamino)ethyl)-1H-imidazole